C(CCCCCCCCCCCCCCCCC)(=O)OC[C@@H](OCCCC\C=C/C\C=C/C\C=C/C\C=C/CCCCC)COP(=O)(O)O.[Cl-].[Zn+2].[Cl-] Zinc chloride 1-stearoyl-2-arachidonyl-sn-glycero-3-phosphate